ClC1=CC(=C(C=C1)C(=C(C=1C=C2C=NNC2=CC1)C1=CC=C(OCCCOCC(=O)O)C=C1)CC)F 3-(4-(2-(4-chloro-2-fluorophenyl)-1-(1H-indazol-5-yl)but-1-enyl)phenoxy)propoxyacetic acid